ClC=1C=C(C=2N(N1)C(=NN2)C(CC)CC)NCC2=NC=CC=C2 6-chloro-3-(1-ethylpropyl)-N-(2-pyridylmethyl)-[1,2,4]triazolo[4,3-b]pyridazin-8-amine